CN(C=1C2=C(N=C(N1)C1=C(C=NC=C1)C)C=NC=C2)C(C)C n-methyl-2-(3-methylpyridin-4-yl)-N-(prop-2-yl)pyrido[3,4-d]Pyrimidin-4-amine